FC(C1=CC2=C(N=C(S2)NC(C2=CC=CC=C2)=O)C=C1)(F)F N-(6-(trifluoromethyl)benzo[d]thiazol-2-yl)benzamide